dibromopentaerythritol C(C(CO)(CBr)CBr)O